BrC1=NC(=CC(=N1)C1=CC=CC=C1)C1=CC=CC=C1 2-bromo-4,6-diphenylpyrimidine